Benzyl N-[(S)-(4,4-difluorocyclohexyl){3-[4-hydroxy-4-(trifluoromethyl)piperidin-2-yl]imidazo[1,2-b][1,2,4]triazin-6-yl}methyl]carbamate hydrochloride Cl.FC1(CCC(CC1)[C@H](NC(OCC1=CC=CC=C1)=O)C=1N=C2N(N=CC(=N2)C2NCCC(C2)(C(F)(F)F)O)C1)F